10-(p-chlorophenyl)-2,10-dihydro-3-(p-chlorophenylamino)-2-isopropyliminophenazine ClC1=CC=C(C=C1)N1C2=CC=CC=C2N=C2C=C(C(C=C12)=NC(C)C)NC1=CC=C(C=C1)Cl